ClC1=CC=C(C=C1)C1OC(=C(C1=O)OC(=S)NC1=CC=CC=C1)N 2-(4-chlorophenyl)-4-[[phenylaminothiocarbonyl]oxy]-5-amino-3(2H)-furanone